(4R)-6-((tert-Butyldiphenylsilyl)oxy)-4-methylhexane-1,2-diol [Si](C1=CC=CC=C1)(C1=CC=CC=C1)(C(C)(C)C)OCC[C@H](CC(CO)O)C